((2,4-dioxo-1,3-diazaspiro[4.4]nonane-7-yl)methyl)-2-methylpyridine-3-sulfonamide O=C1NC2(C(N1)=O)CC(CC2)CC2=C(C(=NC=C2)C)S(=O)(=O)N